OC=1C(=C(N=NC1)SC1=NC=NC=C1)C(=N)N hydroxy-3-(pyrimidin-4-ylsulfanyl)pyridazine-4-carboxamidine